6-(2-((4-Amino-3-(4-hydroxyphenyl)-1H-pyrazolo[3,4-d]pyrimidin-1-yl)methyl)-3-(2-chlorobenzyl)-4-oxo-3,4-dihydroquinazolin-5-yl)-N-(pyrrolidin-3-yl)hex-5-ynamide NC1=C2C(=NC=N1)N(N=C2C2=CC=C(C=C2)O)CC2=NC1=CC=CC(=C1C(N2CC2=C(C=CC=C2)Cl)=O)C#CCCCC(=O)NC2CNCC2